[Na+].C(CCCCCCCCCCC)OS(=O)(=O)[O-].[Na+].C(CCCCCCCCCCC)OS(=O)(=O)[O-] sodium dodecylsulfate, sodium salt